[O-]O.C1(=CC=CC=C1)C(C)C.C1(=CC=CC=C1)C(C)C.C1(=CC=CC=C1)C(C)C tri-cumene hydroperoxide